2-[[(2R,3S)-3-(2-chlorophenyl)-2-(2,4-difluorophenyl)-2-oxiranyl]methyl]-1,2-dihydro-3H-1,2,4-triazole-3-thione ClC1=C(C=CC=C1)[C@H]1[C@@](O1)(C1=C(C=C(C=C1)F)F)CN1NC=NC1=S